Methylcumene CC1=C(C=CC=C1)C(C)C